Methyl-(R)-4-(2-bromo-1-(2-methoxyphenyl)ethoxy)tetrahydro-2H-pyran C[C@H]1OCCC(C1)OC(CBr)C1=C(C=CC=C1)OC